OC1=C(C(=CC=C1)OCC=C(C)C)C(\C=C\C1=CC=C(C=C1)O)=O (E)-1-[2-Hydroxy-6-(3-methylbut-2-enoxy)phenyl]-3-(4-hydroxyphenyl)prop-2-en-1-one